methyl 3-((4-methoxybenzyl)oxy)-2-methyl-6-(4-methylpiperazin-1-yl)isonicotinate COC1=CC=C(COC2=C(C(=O)OC)C=C(N=C2C)N2CCN(CC2)C)C=C1